C(O)(O)=O.O1C(C=CC=C1)=O Pyranone carbonate